CC1(OC2=C(C(=C(C(=C2CC1)C)O)C)C)CCCC(CCCC(CCCC(C)C)C)C 2,5,7,8-tetramethyl-2-(4,8,12-trimethyltridecyl)-chroman-6-ol